N,N'-(5-amino-3-iminopyridine-2,6(1H,3H)-diylidene)bis{2-[2-(dimethylamino)ethoxy]pyrazolo[1,5-a]pyridin-3-amine} NC1=CC(C(NC1=NC=1C(=NN2C1C=CC=C2)OCCN(C)C)=NC=2C(=NN1C2C=CC=C1)OCCN(C)C)=N